tert-butyl (5-(prop-1-en-2-yl) pyridin-2-yl)carboxylate C=C(C)C=1C=CC(=NC1)C(=O)OC(C)(C)C